2-methyl-4-((1-(3-(pentafluorosulfanyl)phenyl)ethyl)amino)pyrido[4,3-d]pyrimidin-7(6H)-one CC=1N=C(C=2C(N1)=CC(NC2)=O)NC(C)C2=CC(=CC=C2)S(F)(F)(F)(F)F